1-(tetrahydro-2H-pyran-4-yl)-5-(2-((tetrahydro-2H-pyran-4-yl)ethynyl)pyrimidin-4-yl)pyridin O1CCC(CC1)N1CC=CC(=C1)C1=NC(=NC=C1)C#CC1CCOCC1